C(C)(C)(C)OC(=O)N1CCC(CC1)C=1C(=NC=CC1)F 4-(2-Fluoropyridin-3-yl)piperidine-1-carboxylic acid tert-butyl ester